N[C@H]1CS(C2=C(N(C1=O)CC=1C=NC(=NC1)C1CC1)C=C(C(=C2)F)C=2OC(=NN2)C(C)(C)C)(=O)=O (3R)-3-amino-7-(5-tert-butyl-1,3,4-oxadiazol-2-yl)-5-[(2-cyclopropylpyrimidin-5-yl)methyl]-8-fluoro-1,1-dioxo-2,3-dihydro-1lambda6,5-benzothiazepin-4-one